S(=O)(=O)(C)OC([C@@H]1[C@H]([C@H]([C@@H](O1)N1C=NC=2C(=O)NC(N)=NC12)O)O)O 5'-mesyloxyguanosine